naphthalene boron [B].C1=CC=CC2=CC=CC=C12